NC/C(/CN1N=CN(C1=O)CCC1=CC=C(S1)C=1C=C2CCC(N(C2=CC1)C)=O)=C\F 6-[5-(2-{1-[(2E)-2-(aminomethyl)-3-fluoroprop-2-en-1-yl]-5-oxo-1,5-dihydro-4H-1,2,4-triazol-4-yl}ethyl)thiophen-2-yl]-1-methyl-3,4-dihydroquinolin-2(1H)-one